8-fluoro-2-((pyridin-2-ylamino)methyl)indolo[2,1-b]quinazolin-6,12-dione FC=1C=C2C(C3=NC4=CC=C(C=C4C(N3C2=CC1)=O)CNC1=NC=CC=C1)=O